FC1=C(C(=O)OC)C=CC(=C1O)CC(=C)C Methyl 2-fluoro-3-hydroxy-4-(2-methylallyl)benzoate